[Si](C)(C)(C(C)(C)C)OC1=CC=2CC[C@H]3[C@@H]4CC(C([C@@]4(C)CC[C@@H]3C2C=C1)=O)S(=O)C1=CC=C(C=C1)Cl 3-tert-butyldimethylsilyloxy-16-(4-chloro-phenylsulfinyl)-estra-1,3,5(10)-triene-17-one